3-(4-{2-[2-(2-ethoxyethoxy)ethoxy]ethoxy}phenyl)-2-[(methylsulfonyl)oxy]propanoic acid ethyl ester C(C)OC(C(CC1=CC=C(C=C1)OCCOCCOCCOCC)OS(=O)(=O)C)=O